BrC=1C=C(C(=NC1)OC1=C(C=C(C=C1)C#N)OC)C(=O)NC1=CC(=CC=C1)S(=O)(=O)C 5-bromo-2-(4-cyano-2-methoxy-phenoxy)-N-[3-(methylsulfonyl)phenyl]Pyridine-3-carboxamide